CC(C(C)C1=CC(=C(C(=O)OC)C=C1)C)(C)C methyl 4-(3,3-dimethylbutan-2-yl)-2-methylbenzoate